C(CC)(=O)OCCC(CCOC(CC)=O)C 3-methyl-1,5-pentanediol dipropionate